ClC1=CC=C(C(=N1)N)NC 6-Chloro-N3-methyl-2,3-pyridinediamine